4-[2-cyclopropyl-6-(5-formyl-1,3-benzoxazol-2-yl)pyridin-4-yl]-3-(4-methyl-1,2,4-triazol-3-yl)benzonitrile C1(CC1)C1=NC(=CC(=C1)C1=C(C=C(C#N)C=C1)C1=NN=CN1C)C=1OC2=C(N1)C=C(C=C2)C=O